O1C(=NC2=C1C=CC=C2)C2=CC=C(C=C2)C=CC2=CC=C(C=C2)C=2OC1=C(N2)C=C(C=C1)C 4-(2-Benzoxazolyl)-4'-(5-methyl-2-benzoxazolyl)stilbene